8-(1-(1-n-butoxy)ethoxycarbonyl)-tetracyclo[4.4.0.12,5.17,10]-3-dodecene C(CCC)OC(C)OC(=O)C1C2C3C4C=CC(C3C(C1)C2)C4